C(C1=CC=CC=C1)OC=1C(=NC=C(C(=O)OC2C(OC3=CC(=CC(=C3C2)OCC2=CC=CC=C2)OCC2=CC=CC=C2)C2=CC(=C(C(=C2)OCC2=CC=CC=C2)OCC2=CC=CC=C2)OCC2=CC=CC=C2)C1)[N+](=O)[O-] 5,7-bis(benzyloxy)-2-(3,4,5-tris(benzyloxy)phenyl)chroman-3-yl 5-(benzyloxy)-6-nitronicotinate